FC1=C(C(=O)NC(C(=O)O)CC2=C3C=CC(=NC3=C(C=C2)C2=C(C=C(C=C2OC)COCC)OC)C)C(=CC=C1)F 2-(2,6-Difluorobenzamido)-3-(8-(4-(ethoxymethyl)-2,6-dimethoxyphenyl)-2-methylquinolin-5-yl)propionic acid